1-benzyl-N-(4-(methylsulfonyl)phenyl)-1H-pyrazolo[3,4-d]pyrimidin-6-amine C(C1=CC=CC=C1)N1N=CC=2C1=NC(=NC2)NC2=CC=C(C=C2)S(=O)(=O)C